2-Bromo-3-phenylpropanal BrC(C=O)CC1=CC=CC=C1